cobalt(II) phosphate hydrate O.P(=O)([O-])([O-])[O-].[Co+2].P(=O)([O-])([O-])[O-].[Co+2].[Co+2]